C(CCC)N(C1=CC=CC=C1)C(C)=O N-butyl-acetanilide